Cl.C1(=CC=CC=C1)CCCOC=1C=C(CNCCO)C=CC1OCCCC1=CC=CC=C1 2-(3,4-bis(3-phenylpropoxy)-benzylamino)ethanol hydrochloride